1-(5-chloro-9-oxo-xanthen-3-yl)-3-methyl-pyrrolidine-3-carboxylic acid ClC1=C2OC=3C=C(C=CC3C(C2=CC=C1)=O)N1CC(CC1)(C(=O)O)C